IC1=CC2=C(N=CN=C2N2CCOCC2)N1 4-(6-iodo-7H-pyrrolo[2,3-d]pyrimidin-4-yl)morpholine